[Cl-].C(CCCCCCCCCCCCC)N1CC=C(C=C1)CC N-tetradecyl-4-ethylpyridine Chloride